C(=O)O.O=C1NC(CCC1NC1=CC=C(C=C1)CCN1CCC(CC1)C=1N=C2N(C=C(C(=C2)OC(C)C)NC(=O)C2=NC(=CC=C2)C(F)(F)F)C1)=O N-[2-[1-[2-[4-[(2,6-dioxo-3-piperidyl)amino]phenyl]ethyl]-4-piperidyl]-7-isopropoxy-imidazo[1,2-a]pyridin-6-yl]-6-(trifluoromethyl)pyridine-2-carboxamide formic acid salt